C1(CC1)C[C@@H]1[C@@H]([C@@H]2[C@H](N([C@H]1CC2)C(=O)OC(C)(C)C)C(=O)OCC2=CC=CC=C2)F 3-Benzyl 2-tert-butyl (1S,3S,4S,5S,6S)-6-(cyclopropylmethyl)-5-fluoro-2-azabicyclo[2.2.2]octane-2,3-dicarboxylate